5-(1-(diethoxyphosphoryl)ethyl)benzo[b]thiophene-2-carboxylic Acid C(C)OP(=O)(OCC)C(C)C1=CC2=C(SC(=C2)C(=O)O)C=C1